hexene-1,2-diol C(=C(CCCC)O)O